FC(C=1N=CC(=NC1)NCC1=CC=C(C=C1)OC)F 5-(Difluoromethyl)-N-(4-methoxybenzyl)pyrazin-2-amine